ClC1=C(C(=O)O)C=CC(=C1)OC1=CC=CC=2C=C(OC21)CF 2-chloro-4-((2-(fluoromethyl)benzofuran-7-yl)oxy)benzoic acid